5-[2-fluoro-6-hydroxy-4-(4-isobutylphenyl)phenyl]-1,1-dioxo-1,2,5-thiadiazolidin-3-one FC1=C(C(=CC(=C1)C1=CC=C(C=C1)CC(C)C)O)N1CC(NS1(=O)=O)=O